2-(3-(2-methoxybenzyloxy)phenoxy)ethanamine COC1=C(COC=2C=C(OCCN)C=CC2)C=CC=C1